2-[5-[(3R)-3-amino-5,5,7-trifluoro-2-oxo-1-[[4-[3-(trifluoromethyl)pyrazol-1-yl]phenyl]methyl]-3,4-dihydro-1-benzazepin-8-yl]-1,3,4-oxadiazol-2-yl]-2-methyl-propanenitrile N[C@H]1C(N(C2=C(C(C1)(F)F)C=C(C(=C2)C2=NN=C(O2)C(C#N)(C)C)F)CC2=CC=C(C=C2)N2N=C(C=C2)C(F)(F)F)=O